2-fluoro-4-(7-{[(3-phenyloxetan-3-yl)methyl]amino}-[1,2,4]triazolo[1,5-a]pyridin-5-yl)benzonitrile FC1=C(C#N)C=CC(=C1)C1=CC(=CC=2N1N=CN2)NCC2(COC2)C2=CC=CC=C2